3-bromo-2,5-difluoro-N,N-bis[(4-methoxyphenyl)methyl]-4-(trifluoromethyl)aniline BrC=1C(=C(N(CC2=CC=C(C=C2)OC)CC2=CC=C(C=C2)OC)C=C(C1C(F)(F)F)F)F